C(C1=CC=CC=C1)N(C)CCC1=CNC2=CC=CC(=C12)OC N-benzyl-2-(4-methoxy-1H-indol-3-yl)-N-methylethylamine